NC1=NC=2C3=C(CC(C2C=N1)(C)C)C(=NN3C)C(=O)OCC Ethyl 8-amino-1,5,5-trimethyl-4,5-dihydro-1H-pyrazolo[4,3-h]quinazoline-3-carboxylate